CC1=CC=C(C=C1)S(=O)[O-] p-Toluenesulfinate